3-[2-(1-{[3,5-bis(difluoromethyl)-1H-pyrazol-1-yl]acetyl}piperidin-4-yl)-1,3-thiazol-4-yl]-9-fluoro-1,5-dihydro-2,4-benzodioxepin-6-yl methanesulfonate CS(=O)(=O)OC1=CC=C(C=2COC(OCC21)C=2N=C(SC2)C2CCN(CC2)C(CN2N=C(C=C2C(F)F)C(F)F)=O)F